ClC1=[N+](C=CC(=C1)C(=O)N1CCN(CC1)C(C(=O)NC1=NC=C(C=C1)OC1=CC=C(C=C1)F)C)[O-] 2-chloro-4-(4-(1-((5-(4-fluorophenoxy)pyridin-2-yl)amino)-1-oxopropan-2-yl)piperazine-1-carbonyl)pyridine 1-oxide